COCCN(CC(=O)NC1=CC=C(C=C1)C)CC1=NC2=CC=CC=C2C(N1)=O 2-((2-methoxyethyl)((4-oxo-3,4-dihydroquinazolin-2-yl)methyl)amino)-N-(p-tolyl)acetamide